8-(3-fluorobicyclo[1.1.1]pentan-1-yl)-5-methyl-2-((7-methylquinolin-6-yl)amino)-7,8-dihydropteridin-6(5H)-one FC12CC(C1)(C2)N2CC(N(C=1C=NC(=NC21)NC=2C=C1C=CC=NC1=CC2C)C)=O